4-methoxy-2-{[2-(trimethylsilyl)ethoxy]Methyl}-2H-indazole-7-carboxamide COC=1C2=CN(N=C2C(=CC1)C(=O)N)COCC[Si](C)(C)C